1-(1-(5-(trifluoromethyl)pyrimidin-2-yl)piperidin-4-yl)methanesulfonamide FC(C=1C=NC(=NC1)N1CCC(CC1)CS(=O)(=O)N)(F)F